4-(4-(2,5-Diazabicyclo[2.2.2]octan-2-yl)-2-(((2R,7aS)-2-fluorotetrahydro-1H-pyrrolizin-7a(5H)-yl-2-d)methoxy)-5,8-dihydropyrido[3,4-d]pyrimidin-7(6H)-yl)-5,6-difluoronaphthalen-2-ol C12N(CC(NC1)CC2)C=2C1=C(N=C(N2)OC[C@]23CCCN3C[C@](C2)([2H])F)CN(CC1)C1=CC(=CC2=CC=C(C(=C12)F)F)O